(difluoromethyl)-5-(6-((4-(2-methyl-1H-indol-6-yl)-1H-1,2,3-triazol-1-yl)methyl)pyridin-3-yl)-1,3,4-oxadiazole FC(F)C=1OC(=NN1)C=1C=NC(=CC1)CN1N=NC(=C1)C1=CC=C2C=C(NC2=C1)C